(S)-N-((S)-3-(4-chloro-1H-indazol-5-yl)-2-(dimethylamino)propyl)-3-phenylbutyramide ClC1=C2C=NNC2=CC=C1C[C@@H](CNC(C[C@H](C)C1=CC=CC=C1)=O)N(C)C